O=C1NC(CCC1N1C(C2=CC=C(C=C2C1=O)NCCOCCOCCOC(C(=O)O)C)=O)=O 2-[2-[2-[2-[[2-(2,6-dioxo-3-piperidinyl)-1,3-dioxoisoindolin-5-yl]amino]ethoxy]ethoxy]ethoxy]propanoic acid